N1=CC(=C2OCCCN21)NC2=NC=C1C(=N2)N(N=C1NC1=C(C(=O)NCCN2C(CCC2)(C)C)C=CC(=N1)C)C ((6-((6,7-dihydro-5H-pyrazolo[5,1-b][1,3]oxazin-3-yl)amino)-1-methyl-1H-pyrazolo[3,4-d]pyrimidin-3-yl)amino)-N-(2-(2,2-dimethylpyrrolidin-1-yl)ethyl)-6-methylnicotinamide